dicarboxyl-diphenylamine C(=O)(O)C=1C(=C(C=CC1)NC1=CC=CC=C1)C(=O)O